CSC=1C=C(OC2=CC(=NC=C2)N)C=CC1[N+](=O)[O-] 4-(3-(methylthio)-4-nitrophenoxy)pyridin-2-amine